COC1=NC=C(C=C1S(=O)(=O)N1CCC2(CCC(C2)=O)CC1)C 8-((2-methoxy-5-methylpyridin-3-yl)sulfonyl)-8-azaspiro[4.5]decan-2-one